3-(4-(3-(1-(5-bromopyrimidin-2-yl)piperidin-4-yl)propoxy)-2,6-difluorophenyl)-5-isopropyl-1,2,4-oxadiazole BrC=1C=NC(=NC1)N1CCC(CC1)CCCOC1=CC(=C(C(=C1)F)C1=NOC(=N1)C(C)C)F